BrC=1C=CC(=NC1)N1CC2(C1)CNC2 2-(5-bromopyridin-2-yl)-2,6-diazaspiro[3.3]heptane